1-(3-((2-((3-methyl-1-(1-methylpiperidin-4-yl)-1H-pyrazol-4-yl)amino)-5-(trifluoromethyl)pyrimidin-4-yl)amino)propyl)azetidin-2-one CC1=NN(C=C1NC1=NC=C(C(=N1)NCCCN1C(CC1)=O)C(F)(F)F)C1CCN(CC1)C